NC1=C(C(=NN1C(C)C)C1=CC=C(C=C1)C(C)C(NC1=C(C(=NO1)CC(C)(C)C)F)=O)C(=O)N 5-Amino-3-[4-(1-[[3-(2,2-dimethylpropyl)-4-fluoro-1,2-oxazol-5-yl]carbamoyl]ethyl)phenyl]-1-isopropylpyrazole-4-carboxamide